CC1=C(OC=2CCC3=CN(N=C3C21)CC=2N=NC=CC2)C(=O)NC[C@H]2OCCC2 8-methyl-N-{[(2S)-oxolan-2-yl]methyl}-2-[(pyridazin-3-yl)methyl]-4,5-dihydro-2H-furo[2,3-g]indazole-7-carboxamide